FC1=CC(=CC=2N(C(=NC21)C)C(C)C)C=2C=CN1N=C(N=CC12)N[C@@H]1CC[C@H](CC1)OCCOC 5-(4-fluoro-1-isopropyl-2-methyl-1H-benzo[d]imidazol-6-yl)-N-(trans-4-(2-methoxyethoxy)cyclohexyl)pyrrolo[2,1-f][1,2,4]triazin-2-amine